ClC1=CC=C(C(=N1)NC1=CC=C(C=C1)Cl)[N+](=O)[O-] 6-chloro-N-(4-chlorophenyl)-3-nitropyridin-2-amine